C(C)(C)(C)OC(=O)N1CC(C1)N1N=NC=2C=NC=3C(=C(C(=CC3C21)Cl)C2=C(C=CC=C2O)F)F 3-(8-chloro-6-fluoro-7-(2-fluoro-6-hydroxyphenyl)-1H-[1,2,3]triazolo[4,5-c]quinolin-1-yl)azetidine-1-carboxylic acid tert-butyl ester